2-methyl-5-(1,1,2,2,2-pentafluoroethyl)-N-[1-(2-pyrimidin-2-yl-1,2,4-triazol-3-yl)ethyl]-4-(trifluoromethyl)pyrazol-3-amine CN1N=C(C(=C1NC(C)C=1N(N=CN1)C1=NC=CC=N1)C(F)(F)F)C(C(F)(F)F)(F)F